2-(4-(4-(5-fluoroindolin-1-yl)pyrido[3,2-d]pyrimidin-6-yl)-1H-pyrazol-1-yl)ethan-1-ol FC=1C=C2CCN(C2=CC1)C=1C2=C(N=CN1)C=CC(=N2)C=2C=NN(C2)CCO